N-cyclohexyl-2-(3,5-dimethyl-1H-pyrazol-1-yl)-6-methylpyrimidin-4-amine C1(CCCCC1)NC1=NC(=NC(=C1)C)N1N=C(C=C1C)C